[2,6-difluoro-3-pyrrolylphenyl]titanium FC1=C(C(=CC=C1C=1NC=CC1)F)[Ti]